(R)-6-(6-chloropyridin-2-yl)-N2-(1-cyclopropylethyl)-N4,N4-diethyl-1,3,5-triazine-2,4-diamine ClC1=CC=CC(=N1)C1=NC(=NC(=N1)N[C@H](C)C1CC1)N(CC)CC